N[C@H](CN1N=C(C=C1)C1=CC(=C(C#N)C=C1)Cl)C (S)-4-(1-(2-amino-n-propyl)-1H-pyrazol-3-yl)-2-chlorobenzonitrile